C1(CC1)C=1N=C(C2=C(N1)NC=C2)C=2C(=NN(C2)C)C2=NC=C(C=C2)F 2-cyclopropyl-4-[3-(5-fluoro-2-pyridinyl)-1-methyl-pyrazol-4-yl]-7H-pyrrolo[2,3-d]pyrimidine